monostyryl phenyl ether C1(=CC=CC=C1)OC=CC1=CC=CC=C1